C1(=CC=CC=C1)C(OCCN1CCC(CC1)O)(C1=CC=CC=C1)C1=CC=CC=C1 (2-Triphenylmethyloxyethyl)piperidin-4-ol